(E)-4-methyl-2-pentenoic acid CC(/C=C/C(=O)O)C